2-(4-(6-((1-acryloylpiperidin-4-yl)ethynyl)-4-amino-7-isopropyl-7H-pyrrolo[2,3-d]pyrimidin-5-yl)phenoxy)benzonitrile C(C=C)(=O)N1CCC(CC1)C#CC1=C(C2=C(N=CN=C2N)N1C(C)C)C1=CC=C(OC2=C(C#N)C=CC=C2)C=C1